ClC=1N=CC=2N(C1)C(=CN2)C2=NC=CC(=N2)N2CC(OC(C2)C=2C=NNC2)C 4-(2-(6-Chloroimidazo[1,2-a]pyrazin-3-yl)pyrimidin-4-yl)-2-methyl-6-(1H-pyrazol-4-yl)morpholine